C[C@@H]1O[C@@H](C(N([C@@H]1CNC1=NC=C(C=C1)C(F)(F)F)C(=O)C1=NC(=CC=C1N1N=CC=N1)C)([2H])[2H])C ((2S,3R,6R)-2,6-Dimethyl-3-(((5-(trifluoromethyl)pyridin-2-yl)amino)methyl)morpholino-5,5-d2)(6-methyl-3-(2H-1,2,3-triazol-2-yl)pyridin-2-yl)methanone